BrC1=CC(=C(C=C1)OC)OC1CC1 4-bromo-2-cyclopropyloxy-1-methoxybenzene